CC(CCNC1=CC(=CC=C1)N)CC N-(3-methylpentyl)benzene-1,3-diamine